FC1=C(C=CC(=C1C)F)C=1C=C2C(=NC1)NC(N2CC=2C=NC=C(C2)F)=O 6-(2,4-difluoro-3-methyl-phenyl)-1-[(5-fluoro-3-pyridinyl)methyl]-3H-imidazo[4,5-b]pyridin-2-one